3-((tert-butylamino)methylene)-2-(2-phenyl-1H-indol-3-yl)chroman-4-one C(C)(C)(C)NC=C1C(OC2=CC=CC=C2C1=O)C1=C(NC2=CC=CC=C12)C1=CC=CC=C1